(2R)-N-((S or R)-(5-chloro-6-(trifluoromethyl)pyridin-2-yl)(cis-3-(trifluoro-methyl)-cyclobutyl)methyl)-2-methyl-3-oxopiperazine-1-carboxamide ClC=1C=CC(=NC1C(F)(F)F)[C@@H](NC(=O)N1[C@@H](C(NCC1)=O)C)[C@@H]1C[C@@H](C1)C(F)(F)F |o1:11|